FC1=C(C(=O)OCC)C(=C(C=C1F)F)F Ethyl 2,3,5,6-tetrafluorobenzoate